CC1=C(C2=CC=CC=C2C=C1)C(=O)P(C1=CC2=CC=CC=C2C=C1)(C(=O)C1=C(C=CC2=CC=CC=C12)C)=O bis(2-methyl-1-naphthoyl)-2-naphthyl-phosphine oxide